behenyl montanate C(CCCCCCCCCCCCCCCCCCCCCCCCCCC)(=O)OCCCCCCCCCCCCCCCCCCCCCC